C(C)S(=O)(=O)C=1C(=NC=C(C#N)C1)C1=NC=2C(=NC=C(C2)C(F)(F)F)N1C 5-Ethylsulfonyl-6-(3-methyl-6-trifluoromethyl-3H-imidazo[4,5-b]pyridin-2-yl)nicotinonitrile